5-Bromo-4-chloro-N-[4-chloro-2-methyl-6-(methylcarbamoyl)phenyl]-2-(3-chloro-2-pyridyl)pyrazol-3-carboxamid BrC=1C(=C(N(N1)C1=NC=CC=C1Cl)C(=O)NC1=C(C=C(C=C1C(NC)=O)Cl)C)Cl